NCC1=CC(=C(C=C1)NC(=O)C1=CC2=C(OCCC3=C2SC=C3)C=C1C=1C(=NC(=CC1)C(NCCC)=O)C(=O)OC)OCCOC methyl 3-(9-((4-(aminomethyl)-2-(2-methoxyethoxy)phenyl)carbamoyl)-4,5-dihydrobenzo[b]thieno[2,3-d]oxepin-8-yl)-6-(propylcarbamoyl)picolinate